(2S,4R)-1-((S)-2-((R)-2-bromopropionylamino)-3,3-dimethylbutyryl)-4-hydroxy-N-((S)-1-(4-(4-methylthiazol-5-yl)phenyl)ethyl)pyrrolidine-2-carboxamide Br[C@@H](C(=O)N[C@H](C(=O)N1[C@@H](C[C@H](C1)O)C(=O)N[C@@H](C)C1=CC=C(C=C1)C1=C(N=CS1)C)C(C)(C)C)C